C(#N)C1=C(C(=C(C(=C1C1=C(C(=C(C(=C1F)F)F)F)F)F)F)F)C#N dicyano-octafluorobiphenyl